methyl-4-((2-(4-((tert-butoxycarbonyl)amino)butoxy)ethyl)amino)-1-(tetrahydro-2H-pyran-2-yl)-1H-indazole-6-carboxylate COC(=O)C1=CC(=C2C=NN(C2=C1)C1OCCCC1)NCCOCCCCNC(=O)OC(C)(C)C